di-butyl-di-benzyl-ammonium bromide [Br-].C(CCC)[N+](CC1=CC=CC=C1)(CC1=CC=CC=C1)CCCC